tert-butyl (R)-4-((3-(1-((4-((6-((ethylsulfonyl)oxy)hexyl)oxy)-7-morpholinophthalazin-1-yl)amino)ethyl)phenyl)difluoromethyl)piperidine-1-carboxylate C(C)S(=O)(=O)OCCCCCCOC1=NN=C(C2=CC(=CC=C12)N1CCOCC1)N[C@H](C)C=1C=C(C=CC1)C(C1CCN(CC1)C(=O)OC(C)(C)C)(F)F